(1S)-1'-{6-cyclopentylimidazo[2,1-b][1,3,4]thiadiazol-2-yl}-1,3-dihydrospiro[indene-2,4'-piperidin]-1-amine C1(CCCC1)C=1N=C2SC(=NN2C1)N1CCC2(CC1)[C@@H](C1=CC=CC=C1C2)N